BrCC1=C(C=NC=C1)F 4-(bromomethyl)-3-fluoropyridine